2-(3-methyl-pyridin-2-yl)acetaldehyde CC=1C(=NC=CC1)CC=O